(1S)-1-(7-fluoro-1,2,3,4-tetrahydro-1,5-naphthyridin-3-yl)-1-phenylmethanamine FC1=CN=C2CC(CNC2=C1)[C@H](N)C1=CC=CC=C1